tert-butyl (S)-3-(aminomethyl)pyrrolidine-1-carboxylate NC[C@H]1CN(CC1)C(=O)OC(C)(C)C